[Cl-].C(CCCCCCC)N1C(N(C=C1)C)C 1-octyl-2,3-dimethyl-imidazole chloride